2-phenoxymethyl-1,2-epoxypropane O(C1=CC=CC=C1)CC1(CO1)C